diallyldisulfide C(C=C)SSCC=C